(3R)-7-((2S,5R)-4-acryloyl-2,5-dimethylpiperazin-1-yl)-9-chloro-10-(2,4-difluorophenyl)-3-((4-methyl-2-oxopiperazin-1-yl)methyl)-2H-[1,4]oxazino[2,3,4-ij]quinazolin-5(3H)-one C(C=C)(=O)N1C[C@@H](N(C[C@H]1C)C1=NC(N2C3=C(C(=C(C=C13)Cl)C1=C(C=C(C=C1)F)F)OC[C@H]2CN2C(CN(CC2)C)=O)=O)C